C(CCCCCCCC)(=O)OC(C)NN hydrazinoethanol pelargonate